N4-((R)-2-hydroxypropyl)-N2-(3-((S)-1-((4-methyl-4H-1,2,4-triazol-3-yl)thio)ethyl)phenyl)pyridine-2,4-dicarboxamide O[C@@H](CNC(=O)C1=CC(=NC=C1)C(=O)NC1=CC(=CC=C1)[C@H](C)SC1=NN=CN1C)C